OC(C)(C)C1=CC=C2C(=N1)NC(=C2)C(=O)N(C)OC 6-(2-hydroxy-prop-2-yl)-N-methoxy-N-methyl-1H-pyrrolo[2,3-b]pyridine-2-carboxamide